3-bromo-N-[4-(methylcarbamoyl)phenyl]pyridine BrC=1CN(C=CC1)C1=CC=C(C=C1)C(NC)=O